4-((tert-Butylcarbonyl)amino)-1-(5-(6-ethoxy-1H-pyrazolo[3',4':3,4]pyrazolo[1,5-a]pyridin-4-yl)pyridin-2-yl)piperidine-4-carboxylic acid ethyl ester C(C)OC(=O)C1(CCN(CC1)C1=NC=C(C=C1)C=1C=2N(C=C(C1)OCC)N=C1C2C=NN1)NC(=O)C(C)(C)C